[Na+].FC1=C(C=CC(=C1)F)C1=NN=C(S1)C(=O)[O-] 5-(2,4-difluoro-phenyl)-[1,3,4]thiadiazole-2-carboxylic acid sodium salt